2,4,6-trimethyl-3,5-dicyanopyridine CC1=NC(=C(C(=C1C#N)C)C#N)C